CC1=CC=C(C=C1)S(=O)(=O)OCC1CN(C(C1)=O)C1CC1 (1-cyclopropyl-5-oxopyrrolidin-3-yl)methyl 4-methylbenzenesulfonate